C1(=CC=CC=C1)C1=C(C=C(C=C1)C1=CC=CC=C1)C1=CC=C(C=C1)N(C=1C2=CC=CC=C2C=2C=CC=CC2C1)C1=CC=C(C=C1)C1=CC=CC2=CC=CC=C12 (2',5'-diphenyl-biphenyl-4-yl)-(4-naphthalen-1-yl-phenyl)-phenanthren-9-yl-amine